(1S,3aR,4S,7R,7aS)-N-((S)-1-amino-1-oxo-3-((S)-2-oxopyrrolidin-3-yl)propan-2-yl)-2-((S)-3,3-dimethyl-2-(2,2,2-trifluoroacetamido)butanoyl)octahydro-1H-4,7-epoxyisoindole-1-carboxamide NC([C@H](C[C@H]1C(NCC1)=O)NC(=O)[C@H]1N(C[C@@H]2[C@@H]3CC[C@H]([C@H]12)O3)C([C@H](C(C)(C)C)NC(C(F)(F)F)=O)=O)=O